FC(C(=O)O)(F)F.CN1CC(CCC1)CC(=O)N (1-methylpiperidin-3-yl)acetamide 2,2,2-trifluoroacetate